C(C)(C)OCCN(CC[C@@H](C(=O)O)NC(=O)C1=CN=NC=C1C(F)(F)F)CCCCC1=NC=2NCCCC2C=C1 (S)-4-((2-isopropoxyethyl)(4-(5,6,7,8-tetrahydro-1,8-naphthyridin-2-yl)butyl)amino)-2-(5-(trifluoromethyl)pyridazine-4-carboxamido)butanoic acid